ClC1=CC(=C(C=C1)[C@H](O)[C@H]1O[C@H]([C@H]2[C@@H]1OC(O2)(C)C)N2C=CC1=C2N=CN=C1Cl)CC(OC)OC (S)-[4-chloro-2-(2,2-dimethoxyethyl)phenyl]-[(3aR,4R,6R,6aR)-4-(4-chloropyrrolo-[2,3-d]pyrimidin-7-yl)-2,2-dimethyl-3a,4,6,6a-tetrahydrofuro[3,4-d][1,3]dioxol-6-yl]methanol